3-ethyl-2-dodecanol C(C)C(C(C)O)CCCCCCCCC